tetrabutylammonium tetra-fluoroborat F[B-](F)(F)F.C(CCC)[N+](CCCC)(CCCC)CCCC